(1R,3S,4S)-2-(6-Methyl-pyridine-3-sulfonyl)-2-azabicyclo[2.2.1]heptane-3-carboxylic acid (4,4-difluoro-cyclohexyl)-(2,3-dihydro-benzofuran-6-ylmethyl)-amide FC1(CCC(CC1)N(C(=O)[C@H]1N([C@@H]2CC[C@H]1C2)S(=O)(=O)C=2C=NC(=CC2)C)CC2=CC1=C(CCO1)C=C2)F